ClC1=C2CCN(C(C2=C(C=C1)O)CN1N=CC(=C1)C)C(=O)OC(C)(C)C tert-Butyl 5-chloro-8-hydroxy-1-((4-methyl-1H-pyrazol-1-yl)methyl)-3,4-dihydroisoquinoline-2(1H)-carboxylate